FC(CN1C(=NC=2C1=NC(=CC2)C=2C=CN1N=C(N=CC12)N[C@@H]1[C@@H](CN(CC1)C1COC1)F)C)F 5-(3-(2,2-difluoroethyl)-2-methyl-3H-imidazo[4,5-b]pyridin-5-yl)-N-((3R,4S)-3-fluoro-1-(oxetan-3-yl)piperidin-4-yl)pyrrolo[2,1-f][1,2,4]triazin-2-amine